C1=CC=CC=2C3=CC=CC=C3C(C12)COC(=O)N(C(C(=O)O)CC1=CC(=CC=C1)C(C)C)C 2-((((9H-Fluoren-9-yl)methoxy)carbonyl)(methyl)amino)-3-(3-isopropylphenyl)propanoic acid